2-((2'-(2-(3,5-dimethyl-1H-pyrazol-4-yl)ethoxy)-[1,1'-biphenyl]-3-yl)oxy)-N,N-dimethylethan-1-amine CC1=NNC(=C1CCOC1=C(C=CC=C1)C1=CC(=CC=C1)OCCN(C)C)C